C(C1=CC(=C(C(=C1)C(C)(C)C)O)C(C)(C)C)C1=CC(=C(C(=C1)C(C)(C)C)O)C(C)(C)C 4,4'-methylene-bis(2,6-ditert-butyl-phenol)